BrC=1C=C(C(=O)O)C=C(C1)OC(C)C 3-Bromo-5-isopropoxy-benzoic acid